FC(C1=C(CN)C=CC=C1)(F)F 2-(trifluoromethyl)benzylamine